FC1=C(C(=C(C(=C1F)F)F)F)[B-](C1=C(C(=C(C(=C1F)F)F)F)F)(C1=C(C(=C(C(=C1F)F)F)F)F)C1=C(C(=C(C(=C1F)F)F)F)F.C[NH+](CCCCCCCCCCCCCC)CCCCCCCCCCCCCC N-methyl-N,N-ditetradecylammonium [tetrakis(perfluorophenyl)borate]